methyl 2-(((S)-2-methyl-4-(6-((1-methyl-1H-indazol-6-yl) methoxy) pyridin-2-yl) piperidin-1-yl) methyl)-1-((S)-oxetan-2-ylmethyl)-benzo[d]imidazole-6-carboxylate C[C@@H]1N(CCC(C1)C1=NC(=CC=C1)OCC1=CC=C2C=NN(C2=C1)C)CC1=NC2=C(N1C[C@H]1OCC1)C=C(C=C2)C(=O)OC